N-[6-(difluoromethyl)-2-pyridinyl]-2-[4-[[4-[5-[(2,6-dioxo-3-piperidinyl)amino]-2-pyridinyl]-1-piperidinyl]methyl]cyclohexyl]-7-isopropoxy-imidazo[1,2-a]pyridine-6-carboxamide FC(C1=CC=CC(=N1)NC(=O)C=1C(=CC=2N(C1)C=C(N2)C2CCC(CC2)CN2CCC(CC2)C2=NC=C(C=C2)NC2C(NC(CC2)=O)=O)OC(C)C)F